[K+].COC(CC(=O)[O-])=O malonic acid methyl ester potassium salt